3-(2-(((1S,3S)-3-((3H-Imidazo[4,5-b]pyridin-2-yl)amino)cyclopentyl)amino)pyrimidin-5-yl)-1-methylpyridin-2(1H)-one N1=C(NC2=NC=CC=C21)N[C@@H]2C[C@H](CC2)NC2=NC=C(C=N2)C=2C(N(C=CC2)C)=O